(6S)-12-[(4-{methyl[(3S)-oxolan-3-yl]amino}-5-[4-(2-oxopyrrolidin-1-yl)phenyl]pyrimidin-2-yl)amino]-8-oxa-2,10-diazatricyclo[7.4.0.02,6]trideca-1(13),9,11-trien-3-one CN(C1=NC(=NC=C1C1=CC=C(C=C1)N1C(CCC1)=O)NC1=CN=C2OC[C@@H]3CCC(N3C2=C1)=O)[C@@H]1COCC1